N=S(=O)(C1=NC(=CC=C1)C=1C2=C(N=C(N1)N1[C@H](CC1)C)CCC2)C imino(methyl)(6-(2-((S)-2-methylazetidin-1-yl)-6,7-dihydro-5H-cyclopenta[d]pyrimidin-4-yl)pyridin-2-yl)-λ6-sulfanone